Ethyl (S)-3-amino-3-(4'-fluoro-2'-(hex-5-en-1-yl)-5,6'-dimethyl-[1,1'-biphenyl]-3-yl)propanoate hydrochloride Cl.N[C@@H](CC(=O)OCC)C=1C=C(C=C(C1)C)C1=C(C=C(C=C1C)F)CCCCC=C